ClC=1C(=C(C(=O)O)C=C(N1)Cl)F 2,6-dichloro-3-fluoro-isonicotinic acid